(S,S) or (S,R)-4-(2-hydroxypropan-2-yl)-N'-(((S)-3-methyl-1,2,3,5,6,7-hexahydrodicyclopenta[b,e]pyridin-8-yl)carbamoyl)thiophene-2-sulfonimidamide OC(C)(C)C=1C=C(SC1)[S@](=O)(N)=NC(NC1=C2C(=NC3=C1CCC3)[C@H](CC2)C)=O